2-(Ethanesulfonyl)-N-hydroxybenzene-1-sulfonamide C(C)S(=O)(=O)C1=C(C=CC=C1)S(=O)(=O)NO